3,3',5,5'-tetramethylbenzidineAt CC1=C(C(=CC(=C1N)C)C1=CC(=C(N)C(=C1)C)C)C(=O)[O-]